1-(5-{[(5-chlorothiophen-2-yl)methyl]amino}-3-(3-methylpiperidin-3-yl)-1H-pyrazol-1-yl)-3-methoxy-2,2-dimethylpropan-1-one ClC1=CC=C(S1)CNC1=CC(=NN1C(C(COC)(C)C)=O)C1(CNCCC1)C